CN(C)N1CCOCC1 dimethylamino-morpholin